pyrazolo[1,2-b]phthalazine-5,10-dione C1C=CN2N1C(C1=CC=CC=C1C2=O)=O